N[C@H]1CN(CC1)C1=C2C(=NC=C1)NC=C2C#N 4-[(3R)-3-Aminopyrrolidin-1-yl]-1H-pyrrolo[2,3-b]pyridine-3-carbonitrile